1-[4-(3-hydroxycyclobutyl)pyridin-2-yl]-N-(1-methylindazol-7-yl)-N-{[2-(trimethylsilyl)ethoxy]methyl}pyrazole-4-sulfonamide OC1CC(C1)C1=CC(=NC=C1)N1N=CC(=C1)S(=O)(=O)N(COCC[Si](C)(C)C)C=1C=CC=C2C=NN(C12)C